4-(4-((4,8,12-trimethyltridec-3,7,11-trien-1-yl)oxy)phenyl)butan-2-one CC(=CCCOC1=CC=C(C=C1)CCC(C)=O)CCC=C(CCC=C(C)C)C